2-chloro-4,4-dideuterio-2'-(1-methyltriazol-4-yl)spiro[5H-thieno[2,3-c]pyran-7,4'-piperidine] ClC1=CC2=C(S1)C1(CC(NCC1)C=1N=NN(C1)C)OCC2([2H])[2H]